(S)-N-(6-methoxy-2,3-dihydro-1H-inden-1-ylidene)-2-methylpropane-2-sulfinamide COC1=CC=C2CCC(C2=C1)=N[S@@](=O)C(C)(C)C